7,8-dimethyl-2-(trifluoromethyl)-3-[1-(3,3,3-tri-fluoropropyl)-1H-pyrazol-4-yl]4H-pyrimido[1,2-b]pyridazin-4-one CC=1C(=CC=2N(N1)C(C(=C(N2)C(F)(F)F)C=2C=NN(C2)CCC(F)(F)F)=O)C